FC1=C(C(=NC(=N1)C1=COC=C1)OC)C(F)(F)F 6-fluoro-4-methoxy-2-(3-furyl)-5-trifluoromethylpyrimidine